C(C1=CC=CC=C1)OC(=O)N1CCC(CC1)OCC1N(CCCC1=O)C(=O)OCCCC butyl 2-[({1-[(benzyloxy)carbonyl]piperidin-4-yl}oxy)methyl]-3-oxopiperidine-1-carboxylate